O=C1NC(CCC1N1C(C2=CC=C(C=C2C1=O)N1CCN(CC1)C(=O)N)=O)=O 4-(2-(2,6-dioxopiperidin-3-yl)-1,3-dioxoisoindolin-5-yl)piperazine-1-carboxamide